4,4-dimethoxymethyl-2,6-dimethyl-n-heptane COCC(CC(C)C)(CC(C)C)COC